N=1N=CN2C=NC(=CC21)OC2=C(C=C(C=C2)NC2=NC=NC1=CC=C(C=C21)C2=CC(=NN2)NC(OC(C)(C)C)=O)C tert-butyl (5-(4-((4-([1,2,4]triazolo[4,3-c]pyrimidin-7-yloxy)-3-methylphenyl)amino)quinazolin-6-yl)-1H-pyrazol-3-yl)carbamate